FC(C(C)=O)(C)F 3,3-difluoro-2-butanone